COC(CC[C@@H](C)[C@H]1CC[C@H]2[C@@H]3[C@@H]([C@@H]([C@@H]4CC([C@H](C[C@]4(C)[C@H]3CC[C@]12C)F)=O)CC)O)=O methyl-2β-fluoro-3-oxo-6α-ethyl-7α-hydroxyl-5β-cholan-24-oate